FC(C(=O)O)(F)F.C(C)NC(=O)NC1CCC2(C(N(C3=CN=C(C=C32)NC3=NC2=C(C=CC=C2C=C3)C(F)(F)F)C([2H])([2H])[2H])=O)CC1 1-Ethyl-3-((1s,4s)-1'-(methyl-d3)-2'-oxo-5'-((8-(trifluoromethyl)quinolin-2-yl)amino)-1',2'-dihydrospiro[cyclohexane-1,3'-pyrrolo[2,3-c]pyridin]-4-yl)urea, trifluoroacetate salt